CON1C=[N+](C=C1)OC 1,3-dimethyl-oxyimidazolium